N-hydroxyTetrachlorophthalimide ON1C(C=2C(C1=O)=C(C(=C(C2Cl)Cl)Cl)Cl)=O